NCCOC(C(=C)C)=O aminoethyl-methacrylate